N-(2-(dimethylamino)ethyl)-3-(1-phenyl-2,3-dihydro-1H-benzo[d]pyrrolo[1,2-a]imidazol-7-yl)benzamide CN(CCNC(C1=CC(=CC=C1)C1=CC2=C(N=C3N2C(CC3)C3=CC=CC=C3)C=C1)=O)C